2-pyrimidin-2-yl-5-(trifluoromethyl)-4-[5-(trifluoromethyl)-2-thienyl]pyrazol-3-amine N1=C(N=CC=C1)N1N=C(C(=C1N)C=1SC(=CC1)C(F)(F)F)C(F)(F)F